C(C)N1CN(C=C1)C.C(C)(=O)O acetic acid 1-ethyl-3-methyl-imidazole salt